NC1=NN(C2=CC=CC(=C12)C1=CC=C(C=C1)C=1CCCCC1)CCO 2-(3-amino-4-(2',3',4',5'-tetrahydro-[1,1'-biphenyl]-4-yl)-1H-indazol-1-yl)ethan-1-ol